C(N)(O)=O.C(C)(C)(C)OC(=O)N[C@H]1C[C@H](CC1)N |r| racemic-cis-3-((tert-butoxycarbonyl)-amino)cyclopentylamine carbamate